CC1C(CC)O1 2,3-pentylene oxide